N-cyclopropyl-2-(difluoromethoxy)-6-methoxy-4-[7-[3-(2-oxa-7-azaspiro[3.4]octan-7-yl)propoxy]imidazo[1,2-a]pyridin-3-yl]benzamide C1(CC1)NC(C1=C(C=C(C=C1OC)C1=CN=C2N1C=CC(=C2)OCCCN2CCC1(COC1)C2)OC(F)F)=O